N1(N=CC=C1)CC1=NC=C(C(=O)OC2=C(C(=C(C(=C2F)F)F)F)F)C=C1OC perfluorophenyl 6-((1H-pyrazol-1-yl)methyl)-5-methoxynicotinate